3-(5-(2-(1H-1,2,4-triazol-1-yl)acetyl)-2-isopropoxyphenyl)-2-((4-(2-(4-chlorophenoxy)acetyl)piperazin-1-yl)methyl)quinazolin-4(3H)-one N1(N=CN=C1)CC(=O)C=1C=CC(=C(C1)N1C(=NC2=CC=CC=C2C1=O)CN1CCN(CC1)C(COC1=CC=C(C=C1)Cl)=O)OC(C)C